C(C1=C(C(=CC2=CC=CC=C12)O)C(=O)O)C1=C(C(=CC2=CC=CC=C12)O)C(=O)O 4,4'-methylene-bis(2-hydroxy-3-naphthoic acid)